C1(CC1)C(=O)C1=CC=C(N=N1)C(=O)NC([2H])([2H])[2H] 6-(cyclopropylcarbonyl)-N-(methyl-d3)pyridazine-3-carboxamide